C(C)(C)(C)P(C1CCCCC1)C1CCCCC1 tertbutyldicyclohexylphosphine